C(C)ON1C(C2=CC=CC=C2C1)=O ethoxy-2,3-dihydroisoindol-1-one